N-((S)-1-(4-(3,5-dimethylthiazol-4-yl)phenyl)ethyl)-4-hydroxypyrrolidine-2-carboxamide CN1CSC(=C1C1=CC=C(C=C1)[C@H](C)NC(=O)C1NCC(C1)O)C